Methyl 2-(4-{[(4-chlorophenyl)amino]carbonyl}-1,5-dimethyl-1H-pyrrol-2-yl)-5-cyano-4-methoxybenzoate ClC1=CC=C(C=C1)NC(=O)C=1C=C(N(C1C)C)C1=C(C(=O)OC)C=C(C(=C1)OC)C#N